tert-butyl 5-(2-(dicyanomethylene) hydrazino)-2-methyl-1H-pyrrolo[2,3-b]pyridin-1-yl-carboxylate C(#N)C(=NNC=1C=C2C(=NC1)N(C(=C2)C)C(=O)OC(C)(C)C)C#N